C(C1=CC=CC=C1)OCC=1C(=NC=CC1C(CC)=O)OC 1-(3-((Benzyloxy)methyl)-2-methoxypyridin-4-yl)propan-1-one